tert-butyl (1S,2S,5R)-2-((R)-2,2-difluoro-1-hydroxyethyl)-3,8-diazabicyclo[3.2.1]octane-8-carboxylate FC([C@H](O)[C@@H]1[C@@H]2CC[C@H](CN1)N2C(=O)OC(C)(C)C)F